C1(CC1)CN1C(=CC2=CC=C(C=C12)C(=C)C)C=O 1-(cyclopropylmethyl)-6-isopropenyl-indole-2-carbaldehyde